CC1N(CCOC1)C1=CC(NC(=C1)C1CCOCC1)=O 4-(3-methylmorpholin-4-yl)-6-tetrahydropyran-4-yl-1H-pyridin-2-one